O(P([O-])(=O)OP(=O)([O-])[O-])C(C)(C)C (1-tert-butyl) pyrophosphate